CC1NCC2=C(C(=CC=C2C1)O)O 3-methyl-1,2,3,4-tetrahydroisoquinoline-7,8-diol